methyl 2-{2-[2-(3-{2-acetyl-2-azaspiro[3.3]heptan-6-yl}-5'-fluoro-1'-methyl-[4,6'-biindazol]-1-yl)acetamido]acetamido}acetate C(C)(=O)N1CC2(C1)CC(C2)C2=NN(C=1C=CC=C(C21)C2=C(C=C1C=NN(C1=C2)C)F)CC(=O)NCC(=O)NCC(=O)OC